C(C)[N+](CC)(CC)C N,N,N-triethylmeth-1-yl-ammonium